C1OC2=C(C=C(C=C2)CC[Mg]Br)O1 2-(1,2-methylenedioxybenzene-4-yl)ethyl-magnesium bromide